bis(methyl-ethylamino)hafnium CN(CC)[Hf]N(C)CC